C(N)(O[C@H](C(=O)NNC(C)=O)CC1=CNC2=CC=CC=C12)=O (S)-(1-(2-acetylhydrazino)-3-(1H-indol-3-yl)-1-oxopropan-2-yl) carbamate